N-(3-fluorophenyl)acetamide CC(=O)NC1=CC(=CC=C1)F